Cl.C(C=C)N1N=CC(=C(C1=O)Cl)OC1=CC=C(C=C1)CCN 2-allyl-5-(4-(2-aminoethyl)phenoxy)-4-chloropyridazin-3(2H)-one hydrochloride